6-[4-(difluoromethyl)phenyl]-N-[(2S)-3-hydroxy-3-methylbut-2-yl]-3-oxo-2-(pyridin-3-yl)-2,3-dihydropyridazine-4-carboxamide FC(C1=CC=C(C=C1)C=1C=C(C(N(N1)C=1C=NC=CC1)=O)C(=O)N[C@@H](C)C(C)(C)O)F